ClC1=CN=C(S1)NC(=O)N1CCC2(CC1)CCC(CC2)N(C=2C1=C(N=CN2)NC=C1)C N-(5-chlorothiazol-2-yl)-9-(methyl(7H-pyrrolo[2,3-d]pyrimidin-4-yl)amino)-3-azaspiro[5.5]undecane-3-carboxamide